C(C)(C)(C)N1C=C(C=2C1=NC(=CC2)C(=O)N2CCN(CC2)C2=CC(NN=C2)=O)C2=CC(=C(C=C2)Cl)F 5-(4-(1-(tert-butyl)-3-(4-chloro-3-fluorophenyl)-1H-pyrrolo[2,3-b]pyridine-6-carbonyl)piperazin-1-yl)pyridazin-3(2H)-one